COC(C(CCN1C(N(C2=C1C=C(C=C2)NC2=C(C(=NC(=C2)C(NCCC#C)=O)Cl)C#N)C)=O)C)=O 4-[6-[[6-(but-3-ynylcarbamoyl)-2-chloro-3-cyano-4-pyridinyl]amino]-3-methyl-2-oxo-benzoimidazol-1-yl]-2-methyl-butanoic acid methyl ester